1-(3,3-dimethylpiperidin-1-yl)-2-(4-(2-(2,6-dimethylpyridin-4-yl)-3-isopropyl-1H-indol-5-yl)piperidin-1-yl)ethan-1-one CC1(CN(CCC1)C(CN1CCC(CC1)C=1C=C2C(=C(NC2=CC1)C1=CC(=NC(=C1)C)C)C(C)C)=O)C